4-((2-(3,4-dihydroquinolin-1(2H)-yl)ethoxy)methyl)-N,N-bis(3-methoxybenzyl)oxazol-2-amine N1(CCCC2=CC=CC=C12)CCOCC=1N=C(OC1)N(CC1=CC(=CC=C1)OC)CC1=CC(=CC=C1)OC